Glyceryl mono-oleate C(CCCCCCC\C=C/CCCCCCCC)(=O)OCC(O)CO